ClCC(=O)NC1=CC=C(C=C1)OC1=CC=C(C=C1)CO 2-chloro-N-(4-(4-(hydroxymethyl)phenoxy)phenyl)acetamide